COCC1(CCN(CC1)C(=O)OC(C)(C)C)C tertbutyl 4-(methoxymethyl)-4-methyl-piperidine-1-carboxylate